FC1=C(CNC=2C=C3N(C(N2)=O)C[C@H]2N3CCC2)C=C(C(=C1)F)F (S)-3-((2,4,5-trifluorobenzyl)amino)-7,8,8a,9-tetrahydropyrrolo[1',2':3,4]imidazo[1,2-c]pyrimidin-1(6H)-one